BrC1=CC2=CN(N=C2C=C1OC)CC1(CCOCC1)O 4-((5-Bromo-6-methoxy-2H-indazol-2-yl)methyl)tetrahydro-2H-pyran-4-ol